N1C(=NC=C1)C1=CC=C(C(=N1)C)C1CCN(CC1)CC1=CC(=NN1C)NC(=O)NCC 1-(5-((4-(6-(1H-imidazol-2-yl)-2-methylpyridin-3-yl)piperidin-1-yl)methyl)-1-methyl-1H-pyrazol-3-yl)-3-ethylurea